(1s,4s)-4-(3-bromoanilino)-2'-oxo-1',2'-dihydrospiro[cyclohexane-1,3'-indole]-4-carboxamide BrC=1C=C(NC2(CCC3(C(NC4=CC=CC=C34)=O)CC2)C(=O)N)C=CC1